FC1=C(C=C(C=C1)C(C)C)C1=NC=2C=CNC(C2C(=C1)NC1=NC=C(C=C1)N1CCN(CC1)C)=O 2-(2-fluoro-5-isopropyl-phenyl)-4-[[5-(4-methyl-piperazin-1-yl)-2-pyridyl]amino]-6H-1,6-naphthyridin-5-one